1-benzyl-5-((tert-butyldimethylsilyl)oxy)-4,4-dimethylpiperidin-3-ol C(C1=CC=CC=C1)N1CC(C(C(C1)O[Si](C)(C)C(C)(C)C)(C)C)O